OC1CC(C1)CN(CCCCCCCC(=O)N(CCCCCCCC)CCCCCCCC)CCCCCCCC(=O)N(CCCCCCCC)CCCCCCCC 8,8'-((((1S,3S)-3-hydroxycyclobut-yl)methyl)azanedi-yl)bis(N,N-dioctyl-octanamide)